silicon germanium telluride [Ge]=[Te].[Si]